C(=S)([S-])[S-].[Na+].[Na+] sodium sulfocarbonate